(2R)-2-[12-chloro-9-(2-fluorophenyl)-2,5,8-triazatricyclo[8.4.0.02,6]tetradeca-1(10),3,5,8,11,13-hexaen-4-yl]-2-hydroxyacetamide ClC1=CC=2C(=NCC3=NC(=CN3C2C=C1)[C@H](C(=O)N)O)C1=C(C=CC=C1)F